2-(2,6-dichlorobenzamido)-3-(4-(4-((5,6-dihydro-4H-1,3-thiazin-2-yl)amino)butoxy)phenyl)propanoic acid ClC1=C(C(=O)NC(C(=O)O)CC2=CC=C(C=C2)OCCCCNC=2SCCCN2)C(=CC=C1)Cl